8,9-di(phenoxyloxycarbonyl)tetracyclo[4.4.0.12,5.17,10]dodec-3-ene O(C1=CC=CC=C1)OC(=O)C1C2C3C4C=CC(C3C(C1C(=O)OOC1=CC=CC=C1)C2)C4